P(=O)(O)(O)[O-] bishydrogen phosphate